C(C=CCCCCCCC)=O 2-DECENAL